N1C(CSCC1)=O thiomorpholone